6-(4-amino-1-tert-butyl-pyrazolo[3,4-d]pyrimidin-3-yl)-N-(1,3,4-thiadiazol-2-yl)-1H-indole-2-carboxamide NC1=C2C(=NC=N1)N(N=C2C2=CC=C1C=C(NC1=C2)C(=O)NC=2SC=NN2)C(C)(C)C